FC(C1=NN=C(S1)CN1C(=NC2=C1C=C(C(=C2)F)F)N2C[C@H]([C@@H](CC2)F)N)F (3R,4R)-1-(1-((5-(difluoromethyl)-1,3,4-thiadiazol-2-yl)methyl)-5,6-difluoro-1H-benzo[d]imidazol-2-yl)-4-fluoropiperidin-3-amine